CC1=CC=C(C=C1)S(=O)(=O)OC=1C=NC=NC1 Pyrimidin-5-yl 4-methylbenzenesulfonate